butynyl lactate C(C(O)C)(=O)OC#CCC